C1(=CCCCC1)C1=C[C@H](N(C1)C(=O)OC(C)(C)C)C(=O)OC 1-(Tert-butyl) 2-methyl (S)-4-(cyclohex-1-en-1-yl)-2,5-dihydro-1H-pyrrole-1,2-dicarboxylate